C(C)(=O)N1CC(CC1)OC(C(=O)N)(C)OC1=CC=C(C=C1)Cl (1-Acetylpyrrolidin-3-yl)oxyl-2-(4-chlorophenoxy)propanamid